(2S,3S,4R,5R,6S)-6-(aminomethyl)-3,4,5-trihydroxytetrahydro-2H-pyran-2-carboxylic acid NC[C@H]1[C@@H]([C@H]([C@@H]([C@H](O1)C(=O)O)O)O)O